CC(CCCCC=O)(C)C trimethyl-1-hexanal